4-(Bis(4-fluorophenyl)methyl)-3-(cyclopropylcarbamoyl)piperazine-1-carboxylic acid tert-butyl ester C(C)(C)(C)OC(=O)N1CC(N(CC1)C(C1=CC=C(C=C1)F)C1=CC=C(C=C1)F)C(NC1CC1)=O